1-(4'-Chloro-[1,1'-biphenyl]-2-yl)isoquinoline ClC1=CC=C(C=C1)C1=C(C=CC=C1)C1=NC=CC2=CC=CC=C12